potassium fluorosulfonate salt FS(=O)(=O)[O-].[K+]